C(C)OC(=O)[C@H]1C2CCC([C@@H]1NC1=NC(=NC(=C1)C=1OC=CC1)Cl)CC2 (2S,3S)-3-((2-chloro-6-(furan-2-yl)pyrimidin-4-yl)amino)bicyclo[2.2.2]Octane-2-Formic acid ethyl ester